(4-(benzyloxy)phenyl)-6-methoxy-7-((1-methylpiperidin-4-yl)methoxy)quinazolin-4-amine C(C1=CC=CC=C1)OC1=CC=C(C=C1)C1=NC2=CC(=C(C=C2C(=N1)N)OC)OCC1CCN(CC1)C